C(C)OC=1C=CC(=NC1OC)C1=NOC(=N1)C1CCN(CC1)C(=O)C1CC(N(C1)C1=CC=CC=C1)=O 4-[4-[3-(5-ethoxy-6-methoxy-2-pyridinyl)-1,2,4-oxadiazol-5-yl]piperidine-1-carbonyl]-1-phenyl-pyrrolidin-2-one